3-[tert-butoxycarbonyl(8-quinolyl)carbamoyl]-4-phenyl-piperidine-1-carboxylate C(C)(C)(C)OC(=O)N(C(=O)C1CN(CCC1C1=CC=CC=C1)C(=O)[O-])C=1C=CC=C2C=CC=NC12